ClC=1C(=NC=C(C1)C(F)(F)F)N1C(OC2=C1C=C(C=C2)O)=O (3-chloro-5-(trifluoromethyl)pyridin-2-yl)-5-hydroxybenzooxazol-2(3H)-one